nitroxyl bromide [Br-].N=O